N-(3-chloro-5-(methylsulfonyl)phenyl)-4-(5-cyanopyrimidin-2-yl)-5-methylthiophene-2-carboxamide ClC=1C=C(C=C(C1)S(=O)(=O)C)NC(=O)C=1SC(=C(C1)C1=NC=C(C=N1)C#N)C